(1R,3aS,3bS,6R,7S,9aR,9bS,11aR)-4,4-difluoro-1-[(2R)-6-hydroxyl-6-Methylhept-2-yl]-9a,11a-dimethylhexadecahydro-1H-cyclopenta[1,2-a]phenanthrene-6,7-diol FC1(CC2[C@H]([C@H](CC[C@@]2([C@H]2CC[C@]3([C@H]([C@H]12)CC[C@@H]3[C@H](C)CCCC(C)(C)O)C)C)O)O)F